(S)-tert-butyl 2-(4-(5-chloro-2-nitrophenyl)-2,3-dioxopiperazin-1-yl)-3-phenylpropionate ClC=1C=CC(=C(C1)N1C(C(N(CC1)[C@H](C(=O)OC(C)(C)C)CC1=CC=CC=C1)=O)=O)[N+](=O)[O-]